FC=1C(=C(C=CC1F)[C@@H]1[C@@H](O[C@]([C@@H]1C)(C(F)(F)F)C)C(=O)NC1=CN=CC(=N1)C(=O)N)OC 6-[[(2R,3R,4R,5R)-3-(3,4-difluoro-2-methoxy-phenyl)-4,5-dimethyl-5-(trifluoromethyl)tetrahydrofuran-2-carbonyl]amino]pyrazine-2-carboxamide